CC1C(=NC=2N=C(N=C(C21)C)NC2=NC=C(C=C2)CCC2CCNCC2)C(=O)N dimethyl-2-[[5-[2-(4-piperidyl)ethyl]-2-pyridyl]amino]pyrrolo[2,3-d]pyrimidine-6-carboxamide